4,4'-bis(3,4-dicarboxyphenoxy)biphenyl C(=O)(O)C=1C=C(OC2=CC=C(C=C2)C2=CC=C(C=C2)OC2=CC(=C(C=C2)C(=O)O)C(=O)O)C=CC1C(=O)O